1-(1-phenylethyl)cyclobutane-1-carbonitrile C1(=CC=CC=C1)C(C)C1(CCC1)C#N